ClC1=C(C(=CC(=C1)OC1=CC=CC=C1)F)CO (2-Chloro-6-fluoro-4-phenoxyphenyl)methanol